6-(1-methyl-1H-pyrazol-3-yl)pyrazolo[1,5-a]Pyridine-3-carbonitrile hydrochloride Cl.CN1N=C(C=C1)C=1C=CC=2N(C1)N=CC2C#N